[N+](=O)([O-])C=1C(=CC2=C(OC(O2)([2H])[2H])C1)C(C)=O 1-(6-nitrobenzo[d][1,3]dioxol-5-yl-2,2-d2)ethan-1-one